C(C1=CC=CC=C1)(C1=CC=CC=C1)(C1=CC=CC=C1)N1C=NC(=C1)N1CCOCC1 4-(1-trityl-1H-imidazol-4-yl)morpholine